(R)-1-(2,5-difluoropyridin-3-yl)ethyl (4-(5-(4,6-difluoronicotinamido)pyridin-2-yl)-1-methyl-1H-1,2,3-triazol-5-yl)carbamate FC1=CC(=NC=C1C(=O)NC=1C=CC(=NC1)C=1N=NN(C1NC(O[C@H](C)C=1C(=NC=C(C1)F)F)=O)C)F